N1C(C=CC=C1)=N (1H)-pyridinimine